dimethyl-2,5'-diaminobiphenyl CC1=C(C(=C(C=C1)C1=CC=CC(=C1)N)N)C